(methacryloyloxy)methyl (S)-2-(3-aminoprop-1-yn-1-yl)-4-(4-(2-(4-(4-chlorophenyl)-2,3,9-trimethyl-6H-thieno[3,2-f][1,2,4]triazolo[4,3-a][1,4]diazepin-6-yl)acetamido)butanamido)benzoate NCC#CC1=C(C(=O)OCOC(C(=C)C)=O)C=CC(=C1)NC(CCCNC(C[C@H]1C=2N(C3=C(C(=N1)C1=CC=C(C=C1)Cl)C(=C(S3)C)C)C(=NN2)C)=O)=O